BrC1=C(C=C(OC2CC(C2)N2CCOCC2)C=C1)C 4-((1r,3r)-3-(4-bromo-3-methylphenoxy)cyclobutyl)morpholine